C(C)(C)(C)NC(O[C@H]1C[C@H](CC1)C1=CC(=NN1)NC=1C=NC=CC1C)=O (1R,3S)-3-(3-((4-methylpyridin-3-yl)amino)-1H-pyrazol-5-yl)cyclopentyl tert-butylcarbamate